methyluridine-5'-monophosphate P(=O)(O)(O)OC[C@@H]1[C@H]([C@H]([C@@](O1)(N1C(=O)NC(=O)C=C1)C)O)O